2-[1-(5-{7-cyclopropyl-5-[(1R)-1-methyl-1,2,3,4-tetrahydroisoquinoline-2-carbonyl]-pyrazolo[1,5-a]pyrimidin-2-yl}-6-fluoropyridin-2-yl)azetidin-3-yl]acetamide C1(CC1)C1=CC(=NC=2N1N=C(C2)C=2C=CC(=NC2F)N2CC(C2)CC(=O)N)C(=O)N2[C@@H](C1=CC=CC=C1CC2)C